N-tetradecanoyl(myristoyl)alanine C(CCCCCCCCCCCCC)(=O)N([C@@H](C)C(=O)O)C(CCCCCCCCCCCCC)=O